1-(4-fluorophenyl)-5-(4,4,5,5-tetramethyl-1,3,2-dioxaborolan-2-yl)pyridin-2(1H)-one FC1=CC=C(C=C1)N1C(C=CC(=C1)B1OC(C(O1)(C)C)(C)C)=O